4-(5-(quinoxalin-6-yl)-3-(4-(trifluoromethoxy)phenyl)-4,5-dihydro-1H-pyrazol-1-yl)butanoic acid N1=CC=NC2=CC(=CC=C12)C1CC(=NN1CCCC(=O)O)C1=CC=C(C=C1)OC(F)(F)F